1-(6-chloro-2-(2,6-dichloro-3,5-dimethoxyphenyl)pyrido[3,4-d]pyrimidin-4-yl)-4-methylpiperidine-4-carbonitrile ClC1=CC2=C(N=C(N=C2N2CCC(CC2)(C#N)C)C2=C(C(=CC(=C2Cl)OC)OC)Cl)C=N1